N1(CCC12CCC2)C(=O)[O-] azaspiro[3.3]heptane-1-carboxylate